(R,E)-N-(4-((4-([1,2,4]triazolo[1,5-a]pyridin-7-yloxy)-2-methoxy-5-methylphenyl)amino)-7-ethoxyquinazolin-6-yl)-2-fluoro-3-(pyrrolidin-2-yl)acrylamide N=1C=NN2C1C=C(C=C2)OC2=CC(=C(C=C2C)NC2=NC=NC1=CC(=C(C=C21)NC(/C(=C\[C@@H]2NCCC2)/F)=O)OCC)OC